2-(2,6-dioxopiperidin-3-yl)-4-fluoro-5-(((1-(4-((1R,2S)-6-hydroxyl-2-phenyl-1,2,3,4-tetrahydronaphthalen-1-yl)phenyl)piperidin-4-yl)(methyl)amino)methyl)isoindoline-1,3-dione O=C1NC(CCC1N1C(C2=CC=C(C(=C2C1=O)F)CN(C)C1CCN(CC1)C1=CC=C(C=C1)[C@H]1[C@H](CCC2=CC(=CC=C12)O)C1=CC=CC=C1)=O)=O